(4-chloro-6-isopropoxypyridin-3-yl)boronic acid ClC1=C(C=NC(=C1)OC(C)C)B(O)O